C(CCCCCCCCCCCCCCCCCC)(=O)C(C(=O)O)=CC=CCCCCCCCCCCCCCCC nonadecanoyl-eicosadienoic acid